dodecyltrimethoxysilane C(CCCCCCCCCCC)[Si](OC)(OC)OC